N1(CCC1)C1=NC=CC(=N1)CNC(O[C@H]1[C@H](NC[C@@H]1O)CC1=CC=C(C=C1)OC)=O (2R,3S,4S)-4-hydroxy-2-[(4-methoxyphenyl)methyl]pyrrolidin-3-yl N-{[2-(azetidin-1-yl)pyrimidin-4-yl]methyl}carbamate